CN1N=NC(=C1)C1(C2CCNCC12)CNC(OC(C)(C)C)=O tert-butyl ((7-(1-methyl-1H-1,2,3-triazol-4-yl)-3-azabicyclo[4.1.0]heptan-7-yl)methyl)carbamate